ClC=1C=C(C=C(C1)C=1C=C2N=CC=NC2=CC1)C1COCCN1C(C=C)=O 1-(3-(3-chloro-5-(quinoxalin-6-yl)phenyl)morpholino)prop-2-en-1-one